C(C)N(C=1SC2=C(N1)C=CC(=C2)C(=O)OC2=CC=C(C=C2)C(N)=N)CC(C(=O)OC)(C)C 4-Carbamimidoylphenyl 2-(ethyl(3-methoxy-2,2-dimethyl-3-oxopropyl)amino)benzo[d]thiazole-6-carboxylate